3-Cyano-2-isopropyl-N-(1-(2-methylpyrimidin-5-yl)-1H-indazol-6-yl)benzamide C(#N)C=1C(=C(C(=O)NC2=CC=C3C=NN(C3=C2)C=2C=NC(=NC2)C)C=CC1)C(C)C